1-dodecyl-sulfonic acid sodium salt [Na+].C(CCCCCCCCCCC)S(=O)(=O)[O-]